4-chloro-N-cyclopropyl-2-fluoro-5-[1-(6-methanesulfonyl-imidazo[1,2-a]pyridin-3-yl)-1H-pyrazol-4-yl]-benzamide ClC1=CC(=C(C(=O)NC2CC2)C=C1C=1C=NN(C1)C1=CN=C2N1C=C(C=C2)S(=O)(=O)C)F